N1CCC=2C1=NC=C(C2)C=2C=C(C=CC2)C=CC(=O)NC2=CC(=C(C=C2)C)C(F)(F)F 3-(3-(2,3-dihydro-1H-pyrrolo[2,3-b]pyridin-5-yl)phenyl)-N-(4-methyl-3-(trifluoromethyl)phenyl)acrylamide